N-(4-(2-isopropyl-6-(6-(4-methoxypyridin-3-yl)-4-methyl-1H-pyrazolo[4,3-c]pyridin-1-yl)pyridin-4-yl)-2-methylbut-3-yn-2-yl)methanesulfonamide C(C)(C)C1=NC(=CC(=C1)C#CC(C)(C)NS(=O)(=O)C)N1N=CC=2C(=NC(=CC21)C=2C=NC=CC2OC)C